N1C(=NC=C1)SCC1=NC(=NO1)C1=CC=C(C=C1)OC(F)(F)F 5-(((1H-imidazol-2-yl)thio)methyl)-3-(4-(trifluoromethoxy)phenyl)-1,2,4-oxadiazole